OC1CCN(CC1)C=1C=CC(=NC1)NC=1C=CC(=C2CNC(C12)=O)C1=CN=C2N1C=CC=C2C 7-[[5-(4-hydroxy-1-piperidyl)-2-pyridyl]amino]-4-(8-methylimidazo[1,2-a]pyridin-3-yl)isoindolin-1-one